C1(=CC=CC2=CC=CC=C12)C1=CC=C(C=C1)OC([O-])=O 4-(1-naphthyl)-phenyl-carbonate